C(CCCCCCC\C=C/CCCCCC)(=O)O.OCC[N+](C)(C)C Choline palmitoleic acid